methionyl oxalate C(C(=O)[O-])(=O)OC([C@@H](N)CCSC)=O